BrC1=C2C=NN(C2=CC(=C1CCCC(=O)NCC(=O)C1CN(CCC1)C(=O)OC(C)(C)C)Cl)C1OCCCC1 tert-Butyl 3-((4-(4-bromo-6-chloro-1-(tetrahydro-2H-pyran-2-yl)-1H-indazol-5-yl)butanoyl)glycyl)piperidine-1-carboxylate